3-(9-anthryl)propionic acid C1=CC=CC2=CC3=CC=CC=C3C(=C12)CCC(=O)O